Cl.N1C(NCCC1)=O.N1C(NCCC1)=O bis(tetrahydropyrimidin-2(1H)-one), hydrochloride salt